N-((3-((1H-1,2,4-triazol-1-yl)methyl)oxetan-3-yl)methyl)-6-fluoro-2-phenyl-9H-carbazol-3-amine N1(N=CN=C1)CC1(COC1)CNC=1C(=CC=2NC3=CC=C(C=C3C2C1)F)C1=CC=CC=C1